1-(4-bromo-2-chloro-5-methyl-phenyl)-3-[(1S)-1-(2-pyrimidin-2-yl-1,2,4-triazol-3-yl)ethyl]urea BrC1=CC(=C(C=C1C)NC(=O)N[C@@H](C)C=1N(N=CN1)C1=NC=CC=N1)Cl